(-)-4-(4-{[trans-4-{[4-(pentafluoro-λ6-sulfanyl)phenyl]Amino}cyclohexyl]sulfonimidoyl}phenyl)pyridine-2-carboxamide FS(C1=CC=C(C=C1)N[C@@H]1CC[C@H](CC1)S(=O)(=N)C1=CC=C(C=C1)C1=CC(=NC=C1)C(=O)N)(F)(F)(F)F